4-(4-amino-2-fluorophenoxy)-3-isopropylpyridin-2-amine NC1=CC(=C(OC2=C(C(=NC=C2)N)C(C)C)C=C1)F